1,4-dichlorotoluene ClC1(C)CC=C(C=C1)Cl